Rac-tert-butyl-N-[(tert-butoxy)carbonyl]-N-[2-(3,3-difluoro-4-hydroxy-5,5-dimethylpiperidin-1-yl) pyrimidin-4-yl]carbamate C(C)(C)(C)OC(N(C1=NC(=NC=C1)N1CC([C@@H](C(C1)(C)C)O)(F)F)C(=O)OC(C)(C)C)=O |r|